ClC=1N=CC=2C(CCCC2C1)(C(=O)N)N[S@@](=O)C(C)(C)C 3-chloro-8-((S)-1,1-dimethylethylsulfinamido)-5,6,7,8-tetrahydroisoquinoline-8-carboxamide